1-(1-methanesulfonylpiperidin-4-yl)ethan-1-ol CS(=O)(=O)N1CCC(CC1)C(C)O